5-(6-(4-((5-cyclopropyl-3-(2,6-dichlorophenyl)isoxazol-4-yl)methoxy)piperidin-1-yl)pyridin-3-yl)isoxazol-3(2H)-one C1(CC1)C1=C(C(=NO1)C1=C(C=CC=C1Cl)Cl)COC1CCN(CC1)C1=CC=C(C=N1)C1=CC(NO1)=O